C(C)(C)N1C(=NC2=NC=C(C=C21)C=2C=CN1N=C(N=CC12)N[C@@H]1C[C@H](C1)N)C trans-N1-(5-(1-isopropyl-2-methyl-1H-imidazo[4,5-b]pyridin-6-yl)pyrrolo[2,1-f][1,2,4]triazin-2-yl)cyclobutane-1,3-diamine